butyl(phenyl)stannane C(CCC)[SnH2]C1=CC=CC=C1